COC(=O)C=1C(C=C2N([C@@H](CN3N=C4C(=CC=CC4=C32)O)C(C)(C)C)C1)=O.NCCCCCCCCSC1=C3CN(C(C3=CC=C1)=O)C1C(NC(CC1)=O)=O 3-(4-((8-Aminooctyl)thio)-1-oxoisoindolin-2-yl)piperidine-2,6-dione methyl-(R)-6-(tert-butyl)-10-hydroxy-2-oxo-6,7-dihydro-2H-pyrido[2',1':3,4]pyrazino[1,2-b]indazole-3-carboxylate